(S)-N-(3-chloro-2,4-difluorophenyl)-N-methyl-2-oxo-3-(4-(trifluoromethyl)thieno[2,3-d]pyridin-2-yl)imidazolidine-4-carboxamide ClC=1C(=C(C=CC1F)N(C(=O)[C@H]1N(C(NC1)=O)C1=CC=2C(=CC=NC2C(F)(F)F)S1)C)F